NC(C(=O)O)N di-aminoacetic acid